FC(S(=O)(=O)C=1C=C(C(=O)NCC2=NC=C3C=CC(=NC3=C2)C=2C=NC(=CC2)OC2CCOCC2)C=CC1)F 3-((difluoromethyl)sulfonyl)-N-((2-(6-((tetrahydro-2H-pyran-4-yl)oxy)pyridin-3-yl)-1,6-naphthyridin-7-yl)methyl)benzamide